CC1=C(C(=CC=C1)C)C=1N=C(SC1N1CCOC2(CC(CC2)OC(F)(F)F)C1)NS(=O)(=O)C=1C(=NN(C1)C)C N-[4-(2,6-dimethylphenyl)-5-[3-(trifluoromethoxy)-6-oxa-9-azaspiro[4.5]decan-9-yl]-1,3-thiazol-2-yl]-1,3-dimethylpyrazole-4-sulfonamide